NC=1C(=NC(=C(N1)F)Br)C=1C=C2CCN=CC2=C(C1)F 6-(3-amino-6-bromo-5-fluoropyrazin-2-yl)-8-fluoro-3,4-dihydroisoquinoline